CC1(OB(OC1(C)C)[C@@H]1[C@H](C1)C=1C=CC(=C(C#N)C1)OC(F)(F)F)C 5-((1S,2S)-2-(4,4,5,5-tetramethyl-1,3,2-dioxaborolan-2-yl)cyclopropyl)-2-(trifluoromethoxy)benzonitrile